N-[4-[(1r,4r)-[3-[2-[(4-Aminocyclohexyl)amino]pyrimidin-4-yl]-2-naphthyl]oxy]-3-fluorophenyl]2-chlorobenzenesulfonamide NC1CCC(CC1)NC1=NC=CC(=N1)C=1C(=CC2=CC=CC=C2C1)OC1=C(C=C(C=C1)NS(=O)(=O)C1=C(C=CC=C1)Cl)F